ClC=1C2=C(SC1)C(=CC(=C2)CCNC(OC(C)(C)C)=O)F tert-butyl (2-(3-chloro-7-fluorobenzo[b]thiophen-5-yl)ethyl)carbamate